1-Butyl-N-[(3-fluorophenyl)-methyl]-4-methyl-2-oxo-7-(trifluoromethyl)-1H-quinoline-3-carboxylic acid amide C(CCC)N1C(C(=C(C2=CC=C(C=C12)C(F)(F)F)C)C(=O)NCC1=CC(=CC=C1)F)=O